BrC1=C(C=C(C=C1)OC)OCCBr 1-bromo-2-(2-bromoethoxy)-4-methoxy-benzene